N-[(1R,3R,5S)-8-(4-aminopiperidine-1-sulfonyl)-8-azabicyclo[3.2.1]oct-3-yl]-2-oxo-2,3-dihydro-1H-indole-5-carboxamide NC1CCN(CC1)S(=O)(=O)N1[C@H]2CC(C[C@@H]1CC2)NC(=O)C=2C=C1CC(NC1=CC2)=O